2-bromo-1-(2-methylpyrimidin-4-yl)ethan-1-one BrCC(=O)C1=NC(=NC=C1)C